5-chloro-3-fluoro-2-(2-pyridyl)pyridine ClC=1C=C(C(=NC1)C1=NC=CC=C1)F